2,6-Bis(1-(2,6-dimethylphenylimino)-2-(trihexylsilyl)ethyl)pyridine CC1=C(C(=CC=C1)C)N=C(C[Si](CCCCCC)(CCCCCC)CCCCCC)C1=NC(=CC=C1)C(C[Si](CCCCCC)(CCCCCC)CCCCCC)=NC1=C(C=CC=C1C)C